7-(benzyloxy)-[1,2,4]triazolo[1,5-a]pyridine-2-carboxylate C(C1=CC=CC=C1)OC1=CC=2N(C=C1)N=C(N2)C(=O)[O-]